N1N=CC2=CC(=CC=C12)C#CC1=NC(=NC=C1)C1=NC(=NC=C1)NCC=1C=NC(=CC1)F ((1H-indazol-5-yl)ethynyl)-N-((6-fluoropyridin-3-yl)methyl)-[2,4'-bipyrimidin]-2'-amine